2-(4-(4-(aminomethyl)-1-oxo-1,2-dihydrophthalazin-6-yl)-3-fluoro-1-methyl-1H-pyrazol-5-yl)-1-naphthonitrile NCC1=NNC(C2=CC=C(C=C12)C=1C(=NN(C1C1=C(C2=CC=CC=C2C=C1)C#N)C)F)=O